(R)-tert-butyl 3-((4-amino-5-(trifluoromethyl)pyrimidin-2-yl)amino)pyrrolidine-1-carboxylate NC1=NC(=NC=C1C(F)(F)F)N[C@H]1CN(CC1)C(=O)OC(C)(C)C